C(CCC)C1(C2=CC=CC=C2C=2C=CC(=CC12)N)CCCC 9,9-dibutyl-2-aminofluorene